C(C)(C)(C)N1N=CC2=NC(=C(C=C21)OC)C2=C(C(=CC=C2)C)C (tert-butyl)-5-(2,3-dimethylphenyl)-6-methoxy-1H-pyrazolo[4,3-b]pyridine